ClC=1C=C2C(=NC=NC2=C(C1)C(F)(F)F)N[C@@H](C)C1=NC=NN1C=1SC(=CN1)N 2-[5-[(1S)-1-[[6-chloro-8-(trifluoromethyl)quinazolin-4-yl]amino]ethyl]-1,2,4-triazol-1-yl]thiazol-5-amine